C1(CC1)C1=C(CC2(CCN(CC2)C(C2=C(N=CC=C2)C2=NC=NC=C2)=O)C#N)C=CC(=C1)F 4-(2-cyclopropyl-4-fluorobenzyl)-1-(2-(pyrimidin-4-yl)nicotinoyl)piperidine-4-carbonitrile